14-((2-(2,6-dioxopiperidin-3-yl)-1,3-dioxoisoindolin-5-yl)oxy)-3,6,9,12-tetraoxatetradecanal O=C1NC(CCC1N1C(C2=CC=C(C=C2C1=O)OCCOCCOCCOCCOCC=O)=O)=O